ClC1=C(C(=NC(=C1)N=C(C1=CC=CC=C1)C1=CC=CC=C1)O[C@@H]1CN(CC1)C(=O)OC(C)(C)C)OC tert-butyl (S)-3-((4-chloro-6-((diphenylmethylene)amino)-3-methoxypyridin-2-yl)oxy)pyrrolidine-1-carboxylate